COC1=CC=C(C=C1)N1N=NC(=C1)C=1C=C(C=CC1)C=1N=NN(C1)C1=CC=C(C(=O)O)C=C1 4-(4-(3-(1-(4-methoxyphenyl)-1H-1,2,3-triazol-4-yl)phenyl)-1H-1,2,3-triazol-1-yl)benzoic acid